tert-Butyl (11S,11aS)-11-((tert-butyldimethylsilyl)oxy)-8-hydroxy-7-methoxy-2-methylene-5-oxo-2,3,11,11a-tetrahydro-1H-benzo[e]pyrrolo[1,2-a][1,4]diazepine-10(5H)-carboxylate [Si](C)(C)(C(C)(C)C)O[C@H]1[C@H]2N(C(C3=C(N1C(=O)OC(C)(C)C)C=C(C(=C3)OC)O)=O)CC(C2)=C